(S)-1-(5-fluoropyridin-2-yl)-1-(2-(piperazin-1-yl)pyrimidin-5-yl)ethanol FC=1C=CC(=NC1)[C@@](C)(O)C=1C=NC(=NC1)N1CCNCC1